C(C)(C)(C)OC(NN1[C@@H]2[C@@H]([C@@H](C[C@H]1CC2)N(C)C2=NC=C(N=C2)Cl)F)=O |r| rac-(1S,2R,3R,5R)-3-[(5-chloropyrazin-2-yl)(methyl)amino]-2-fluoro-8-azabicyclo[3.2.1]octane-8-carbamic acid tert-butyl ester